N-(1-naphthyl)acrylamide C1(=CC=CC2=CC=CC=C12)NC(C=C)=O